COCC1(CCC1)CN1[C@H]([C@@H](N(CC1)C1=NC(=NC=C1)C1=CN=C2N1C=C(C=C2)C(F)(F)F)C)C=2C=NNC2 4-[(2S,3S)-4-{[1-(methoxymethyl)cyclobutyl]methyl}-2-methyl-3-(1H-pyrazol-4-yl)piperazin-1-yl]-2-[6-(trifluoromethyl)imidazo[1,2-a]pyridin-3-yl]pyrimidine